C(C)(C)(C)C1=CC(=NO1)N1C(C(=C(C1=O)C)C)OC(=O)C1CC1 1-(5-tert-butylisoxazol-3-yl)-2-cyclopropanecarbonyloxy-3,4-dimethyl-2H-pyrrol-5-one